ClC=1C=C(C=C(C1OC=1C=C2CCN(C(C2=CC1)=O)CC1=C(C=CC(=C1)F)C)Cl)N1N=CC(NC1=O)=O (3,5-dichloro-4-((2-(5-fluoro-2-methylbenzyl)-1-oxo-1,2,3,4-tetrahydroisoquinolin-6-yl)oxy)phenyl)-1,2,4-triazine-3,5(2H,4H)-dione